C(#N)C(CC=1C(NC=CC1)=O)NC(=O)C1NCC2(C1)CCCC2 N-(1-cyano-2-(2-oxo-1,2-dihydropyridin-3-yl)ethyl)-2-azaspiro[4.4]nonane-3-carboxamide